C(C)(C)(C)OC(=O)N1CC([C@@H](CC1)N1CCN(CC1)C1=NC=CC2=C1N(C(N2C2C(N(C(CC2)=O)CC2=CC=C(C=C2)OC)=O)=O)C)(F)F (4R)-3,3-difluoro-4-[4-[1-[1-[(4-methoxyphenyl)methyl]-2,6-dioxo-3-piperidinyl]-3-methyl-2-oxo-imidazo[4,5-c]pyridin-4-yl]piperazin-1-yl]piperidine-1-carboxylic acid tert-butyl ester